N-(6-aminobenzo[d]thiazol-2-yl)-4-methylpyrimidine-5-carboxamide NC1=CC2=C(N=C(S2)NC(=O)C=2C(=NC=NC2)C)C=C1